FC1(CN(CCC1)C=1C2=C(N=C(N1)OC([2H])([2H])[C@]13CCCN3C[C@@H](C1)F)C(=C(N=C2)C2=CC(=CC1=CC=C(C(=C21)CC)F)O)F)F 4-[4-(3,3-difluoropiperidin-1-yl)-8-fluoro-2-({[(2R,7aS)-2-fluorotetrahydro-1H-pyrrolizin-7a(5H)-yl](2H2)methyl}oxy)pyrido[4,3-d]pyrimidin-7-yl]-5-ethyl-6-fluoronaphthalen-2-ol